N-(Pyridin-3-yl)-5-(1H-pyrrolo[2,3-b]pyridin-3-yl)pyrazolo[1,5-a]pyridine-3-carboxamide N1=CC(=CC=C1)NC(=O)C=1C=NN2C1C=C(C=C2)C2=CNC1=NC=CC=C12